4-(trifluoromethyl)phenyl 1-(8-fluoro-7-(8-fluoronaphthalen-1-yl)-2-((tetrahydro-1H-pyrrolizin-7a(5H)-yl)methoxy)pyrido[4,3-d]pyrimidin-4-yl)azepane-4-carboxylate FC1=C(N=CC2=C1N=C(N=C2N2CCC(CCC2)C(=O)OC2=CC=C(C=C2)C(F)(F)F)OCC21CCCN1CCC2)C2=CC=CC1=CC=CC(=C21)F